benzoylamino-5-(4-(4-(trifluoromethyl)phenyl)-1H-1,2,3-triazol-1-yl)-[1,1'-biphenyl]-3-carboxylic acid methyl ester COC(=O)C=1C(=C(C=C(C1)N1N=NC(=C1)C1=CC=C(C=C1)C(F)(F)F)C1=CC=CC=C1)NC(C1=CC=CC=C1)=O